CC1=C2C(=CNC2=CC=C1)C=O 4-Methyl-1H-indole-3-carbaldehyde